OC1(CC(C1)(C(=O)OC(C)C)C(=O)OC(C)C)C(F)(F)F diisopropyl 3-hydroxy-3-(trifluoromethyl)cyclobutane-1,1-dicarboxylate